(3-fluoro-3-methyl-azetidin-1-yl)-[rac-(5R)-7,7-difluoro-5-phenyl-5,6-dihydropyrrolo[1,2-b][1,2,4]triazol-2-yl]methanone FC1(CN(C1)C(=O)C=1N=C2N(N1)[C@H](CC2(F)F)C2=CC=CC=C2)C |r|